N(NC(=O)OCC)C(=O)OCC diethyl 1,2-hydrazinedicarboxylate